OC=1C=CC(N(N1)C1(CC1)C1=CC=CC=C1)=O 6-hydroxy-2-(1-phenylcyclopropyl)pyridazin-3(2H)-one